5-(3-methoxy-4-methyl-phenoxy)pyridine COC=1C=C(OC=2C=CC=NC2)C=CC1C